6-(2-chloro-5-fluoropyrimidin-4-yl)-N,N-diethylbenzothiazol-2-amine ClC1=NC=C(C(=N1)C1=CC2=C(N=C(S2)N(CC)CC)C=C1)F